ClC=1C(=C(C#N)C=CC1Cl)N1CCN(CC1)C1=NN=CN1C 3,4-dichloro-2-[4-(4-methyl-1,2,4-triazol-3-yl)piperazin-1-yl]benzonitrile